2-acetoxyacetic acid methyl ester COC(COC(C)=O)=O